9-(8-fluoroquinolin-4-yl)-6,7-dimethoxynaphtho[2,3]furan FC=1C=CC=C2C(=CC=NC12)C1=C2C=C(C(=CC2=CC=2C=COC21)OC)OC